Cl[C@H](C(=O)OCCCC)C(CC(C)O)=O butyl (S)-chloro-5-hydroxy-3-oxohexanoate